N1[C@H]2[C@@H](CCC1)CNC2 (4aS,7aS)-Octahydro-6H-pyrrolo[3,4-b]pyridin